N(=C=S)C1=C(C=CC=C1)C#CC1=CC=CC=C1 ISOTHIOCYANATO-TOLANE